C1(=CC=CC=C1)C=CC1=CC=CC=C1 6-trans-stilbene